(R)-3-(oxetan-3-yl)-6,7,7a,8,10,11-hexahydro-9H-pyrazino[1,2-d]pyrido[3,2-b][1,4]oxazepin O1CC(C1)C1=CC=2OCC[C@H]3N(C2N=C1)CCNC3